N-(2-fluoro-4-hydroxy-5-(methylsulfonyl)phenyl)-4-(4-fluorophenoxy)methylbenzamide FC1=C(C=C(C(=C1)O)S(=O)(=O)C)NC(C1=CC=C(C=C1)COC1=CC=C(C=C1)F)=O